2,5-Dimethoxy-N-(quinolin-3-yl)benzenesulfonamide COC1=C(C=C(C=C1)OC)S(=O)(=O)NC=1C=NC2=CC=CC=C2C1